triethyl[((4z)-5-{(2s,3r)-2-methoxy-3-[(4-methoxybenzyl)oxy]-7,7-dimethyl-1-vinylbicyclo[2.2.1]hept-2-yl}-3-methylene-4-pentenyl)oxy]silane C(C)[Si](OCCC(\C=C/[C@@]1(C2(CCC([C@H]1OCC1=CC=C(C=C1)OC)C2(C)C)C=C)OC)=C)(CC)CC